2,5-dioxopyrrolidin-1-yl 2-((3aS,4S,6R,6aR)-2,2-dimethyl-6-((((Z)-2-oxo-2-phenylethylidene)amino)methyl)tetrahydrofuro[3,4-d][1,3]dioxol-4-yl)acetate CC1(O[C@@H]2[C@H](O1)[C@H](O[C@H]2CC(=O)ON2C(CCC2=O)=O)C\N=C/C(C2=CC=CC=C2)=O)C